C=C(C(=C)OCC(=O)O)CC(=O)OC(CCC)(CCC)C 2-(3-methylene-5-(4-methylheptan-4-yloxy)-5-oxopent-1-en-2-yloxy)acetic acid